methyl 5-(4-hydroxyphenoxy)imidazo[1,5-a]pyridine-7-carboxylate OC1=CC=C(OC2=CC(=CC=3N2C=NC3)C(=O)OC)C=C1